(1S,2S,3S,4R)-3-((S)-1-amino-2-ethylbutyl)-4-((tert-butoxycarbonyl)amino)-2-hydroxycyclopentane-1-carboxylic acid methyl ester COC(=O)[C@@H]1[C@H]([C@H]([C@@H](C1)NC(=O)OC(C)(C)C)[C@H](C(CC)CC)N)O